O[C@@H]1C[C@H](N(C1)C([C@H](C(C)C)N1C(C2=CC=CC=C2C1)=O)=O)C(=O)NCC1=C(C=C(C=C1)C1=C(N=CS1)C)O (2S,4R)-4-hydroxy-N-[[2-hydroxy-4-(4-methylthiazol-5-yl)phenyl]methyl]-1-[(2S)-3-methyl-2-(1-oxoisoindolin-2-yl)butanoyl]pyrrolidine-2-carboxamide